1-pyrazin-2-ylethanone N1=C(C=NC=C1)C(C)=O